CN1C=NC2=NC=C(C=C21)C(CC(=O)O)N2N=CC1=CC(=CC=C21)OCCC2=NC=1NCCCC1C=C2 3-(1-methyl-1H-imidazo[4,5-b]pyridin-6-yl)-3-(5-(2-(5,6,7,8-tetrahydro-1,8-naphthyridin-2-yl)ethoxy)-1H-indazol-1-yl)propionic acid